ClC1=C2C(=NC=C1)NC=C2/C=C(/C(=O)N[C@H](C)C2=CC=C(C=C2)F)\C#N (R,E)-3-(4-chloro-1H-pyrrolo[2,3-b]pyridin-3-yl)-2-cyano-N-(1-(4-fluorophenyl)ethyl)acrylamide